(4-(2-(5-bromopyridin-2-yl)-2-hydroxyethyl)-3-(hydroxymethyl)piperazin-1-yl)(2-chloro-3-methoxyphenyl)methanone BrC=1C=CC(=NC1)C(CN1C(CN(CC1)C(=O)C1=C(C(=CC=C1)OC)Cl)CO)O